(5''-bromodispiro[cyclopropane-1,1'-cyclohexane-4',3''-indolin]-1''-yl)(3-(isopropylsulfonyl)phenyl)methanone BrC=1C=C2C3(CN(C2=CC1)C(=O)C1=CC(=CC=C1)S(=O)(=O)C(C)C)CCC1(CC3)CC1